FC1=CC(=C(OC2=NC=C(C(=C2B(O)O)C)C(F)(F)F)C=C1)OC [2-(4-fluoro-2-methoxy-phenoxy)-4-methyl-5-(trifluoromethyl)-3-pyridinyl]boronic acid